C1(=CC=CC=C1)C(=C(C1=CC=CC=C1)C1=CC=CC=C1)C1=CC=C(C=C1)B(O)O p-triphenylvinylphenylboronic acid